C(C=1C(O)=CC=CC1)(=O)N[O-].C(CCC)[N+](CCCC)(CCCC)CCCC tetrabutylammonium salicylhydroxamate